Cl.COC=1C=C2C=CC(=CC2=CC1)C#CC1(CC1)N 1-((6-methoxynaphthalen-2-yl)ethynyl)cyclopropan-1-amine hydrochloride